CN1CC(C1)(C)[C@@](C=1C=C(C=NC1)C#CC(O)C1(CCN(CC1)C(C)=O)C)(C1=CC=C(C=C1)C(C)C)O 1-[4-(3-{5-[(R)-(1,3-dimethyl-azetidin-3-yl)-hydroxy-(4-isopropyl-phenyl)-methyl]-pyridin-3-yl}-1-hydroxy-prop-2-ynyl)-4-methyl-piperidin-1-yl]-ethanone